adamantan-1-carboxylic acid (3-methoxyphenyl)amide COC=1C=C(C=CC1)NC(=O)C12CC3CC(CC(C1)C3)C2